COC1=CC=C(C=C1)C1=NC2=CC=CC=C2C(=C1)NC1CCC(CC1)N N1-(2-(4-methoxyphenyl)quinolin-4-yl)cyclohexane-1,4-diamine